ClC1=C2C(=NC=C1C#CC=1C=C(C=CC1)C)NC=C2 4-chloro-5-(m-tolylethynyl)-1H-pyrrolo[2,3-b]Pyridine